FC1=CC=2C=C3N(C=4C=CC=CC4C4=CC=CC=C34)C2C=C1 12-fluoroindolo[1,2-f]phenanthridine